ClC=1C=C(C(=O)N[C@@H]2C[C@@H](CCC2)C(=O)NN)C=CC1 |r| Cis-rac-3-chloro-N-[3-(hydrazinocarbonyl)cyclohexyl]benzamide